methyl-monoethanolamine CC(O)CN